(1-methyl-2-propoxyethoxy)propan-2-ol CC(COCCC)OCC(C)O